3-methylcyclohexane-1,2-dicarboxylic acid dimethyl ester COC(=O)C1C(C(CCC1)C)C(=O)OC